ethyl (S)-3-amino-3-(2'-(trifluoromethyl)biphenyl-3-yl)propanoate N[C@@H](CC(=O)OCC)C=1C=C(C=CC1)C1=C(C=CC=C1)C(F)(F)F